(R)-2-(2-fluoro-2-methylpropyl)-4-(5-methylthiazol-2-yl)-N-(1-(2-(trifluoromethyl)pyrimidin-5-yl)ethyl)-2H-indazole-6-carboxamide FC(CN1N=C2C=C(C=C(C2=C1)C=1SC(=CN1)C)C(=O)N[C@H](C)C=1C=NC(=NC1)C(F)(F)F)(C)C